C(N)(=O)C=1C(=NC=CC1)OC1=C(C=C(C=C1)CC(=O)NC1=NC2=C(N1CCOC)C=CC(=C2)C(=O)N)F 2-(2-(4-((3-carbamoyl-pyridin-2-yl)oxy)-3-fluorophenyl)-acetamido)-1-(2-methoxyethyl)-1H-benzo[d]-imidazole-5-carboxamide